5-chloro-α,α,2-trifluoro-3-pyridinepropanoic acid ClC=1C=C(C(=NC1)F)CC(C(=O)O)(F)F